CO[C@@H]1OC(C2=CC(=CC=C12)NC1=NC=C(C(=C1)N[C@H](CO)C1=CC=CC=C1)C1=NC(=NO1)C12CCN(CC1)CC2)(C)C (S)-2-((2-(((R)-1-methoxy-3,3-dimethyl-1,3-dihydroisobenzofuran-5-yl)amino)-5-(3-(quinuclidin-4-yl)-1,2,4-oxadiazol-5-yl)pyridin-4-yl)amino)-2-phenylethan-1-ol